tert-butyl (7R)-7-hydroxy-5-oxa-2-azaspiro[3.4]octane-2-carboxylate O[C@H]1COC2(CN(C2)C(=O)OC(C)(C)C)C1